C=1N=CN2C1C1=CC=CC=C1[C@@H]2[C@H]2[C@H](C=1C=NN(C1CC2)C)O (4R,5S)-5-((S)-5H-Imidazo[5,1-a]isoindol-5-yl)-1-methyl-4,5,6,7-tetrahydro-1H-indazol-4-ol